COC(=O)C1C(CCCC1=C)(C)C 2,2-Dimethyl-6-methylene-1-cyclohexanecarboxylic acid methyl ester